dimethyl(((6-(5-(trifluoromethyl)-1,2,4-oxadiazol-3-yl)imidazo[1,2-a]pyridin-2-yl)methyl)imino)-λ6-sulfanone CS(=O)(=NCC=1N=C2N(C=C(C=C2)C2=NOC(=N2)C(F)(F)F)C1)C